2,4,6-triisopropylthiophenol C(C)(C)C1=C(C(=CC(=C1)C(C)C)C(C)C)S